1-(((1-((2-methylpyrimidin-5-yl)amino)isoquinolin-6-yl)oxy)methyl)cyclopropane-1-carbonitrile CC1=NC=C(C=N1)NC1=NC=CC2=CC(=CC=C12)OCC1(CC1)C#N